(S)-6,7-dimethoxy-9-(2-((5-methoxy-1,2,3,4-tetrahydronaphthalen-2-yl)(methyl)amino)pyrimidin-5-yl)naphtho[2,3-c]furan-1(3H)-one hydrochloride Cl.COC1=CC2=CC3=C(C(OC3)=O)C(=C2C=C1OC)C=1C=NC(=NC1)N(C)[C@@H]1CC2=CC=CC(=C2CC1)OC